NC1=NN2C(C=C(C=C2)C=2C(=C(C(=O)NCCC(O)C3=CC=C(C=C3)F)C(=CC2)C)F)=N1 3-(2-amino-[1,2,4]-triazolo[1,5-a]-pyridin-7-yl)-2-fluoro-N-(3-(4-fluorophenyl)-3-hydroxypropyl)-6-methylbenzamide